C1CCC2=CC=CN=C12 7-Aza-2,3-dihydro-1H-inden